N-phenyl-naphthalen-1-amine C1(=CC=CC=C1)NC1=CC=CC2=CC=CC=C12